C(CCCCCCCCCCCCCCCCC)(=O)N[C@@H]([C@H](O)C)C(=O)O N-stearoyl-threonine